C(#N)C=1C=CC(=NC1)NC1CCC(CC1)OC1=C2C=C(C=NC2=CC(=N1)N1CCOCC1)NS(=O)(=O)C N-[5-[4-[(5-cyano-2-pyridyl)amino]cyclohexoxy]-7-morpholino-1,6-naphthyridin-3-yl]methanesulfonamide